C4-bromo-2-(2-chloro-4-methylphenyl)-2-methylbenzo[d][1,3]dioxole BrC1=CC=CC=2OC(OC21)(C)C2=C(C=C(C=C2)C)Cl